C(C)(C)N1N=CC(=C1)C1=NC(=NC=C1C)NC1=CC=C(CCNC(CCCl)=O)C=C1 N-(4-((4-(1-isopropyl-1H-pyrazol-4-yl)-5-methylpyrimidin-2-yl)amino)phenethyl)-3-chloropropionamide